N[C@@H]1CN(CC1)C(=O)C1=NN(C(=C1)C1=CC2=CN(N=C2C=C1)C)C1=CC(=C(C#N)C=C1)F 4-[3-[(3S)-3-aminopyrrolidine-1-carbonyl]-5-(2-methylindazol-5-yl)pyrazol-1-yl]-2-fluorobenzonitrile